racemic-(1R,2R,3S)-3-amino-2-methylcyclohexane-1-ol hydrochloride Cl.N[C@@H]1[C@H]([C@@H](CCC1)O)C |r|